Bis((3R,5aS,6R,8aS,9R,10S,12R,12aR)-3,6,9-trimethyldecahydro-12H-3,12-epoxy[1,2]dioxepino[4,3-i]Isochromen-10-yl)3,3'-(glutaroylbis(azanediyl))dipropionate C[C@]12CC[C@H]3[C@@H](CC[C@H]4[C@H]([C@@H](O[C@@H]([C@@]34OO1)O2)OC(CCNC(CCCC(=O)NCCC(=O)O[C@@H]2O[C@H]1[C@@]34[C@H]([C@@H](CC[C@H]3[C@H]2C)C)CC[C@@](OO4)(O1)C)=O)=O)C)C